methyl (R)-3-hydroxy-5-hexenoate O[C@@H](CC(=O)OC)CC=C